2-Chloro-5-{[(phenylcarbonyl)amino]methyl}-N-{1-[(trifluoromethyl)phenyl]-1H-indazol-4-yl}benzamide ClC1=C(C(=O)NC2=C3C=NN(C3=CC=C2)C2=C(C=CC=C2)C(F)(F)F)C=C(C=C1)CNC(=O)C1=CC=CC=C1